BrC1=C(C2=C(S1)C(=C(S2)Br)CCCCCCCC)CCCCCCCC 2,5-dibromo-3,6-dioctylthieno[3,2-b]thiophene